(5RS)-2-[(5-Methyl-1,2-oxazol-3-yl)methyl]-5-(pyrrolidin-1-ylcarbonyl)-5,6,7,8-tetrahydro[1,2,4]triazolo[4,3-a]pyridin-3(2H)-one CC1=CC(=NO1)CN1N=C2N([C@H](CCC2)C(=O)N2CCCC2)C1=O |r|